4'-(4-methoxybenzyl)-5'-methyl-4',5'-dihydro-3'H-spiro[cyclopropane-1,2'-pyrido[2,3-f][1,4]oxazepine]-7'-ol COC1=CC=C(CN2CC3(OC4=C(C2C)N=C(C=C4)O)CC3)C=C1